FC1=CC=C(C(=C1[C@H]([C@@H](C=1OC(NN1)=O)NS(=O)(=O)N1C[C@@](CCC1)(C)O)C)C)C (S)-N-((1S,2R)-2-(6-fluoro-2,3-dimethylphenyl)-1-(5-oxo-4,5-dihydro-1,3,4-oxadi-azol-2-yl)propyl)-3-hydroxy-3-methylpiperidine-1-sulfonamide